OCCC(C(=O)N)(S(=O)(=O)C)C 4-hydroxy-2-methyl-2-(methylsulfonyl)-butyramide